(1R,2R)-2-methyl-2-(prop-1-en-2-yl)cyclopropane-1-carboxylic acid 2,5-dioxopyrrolidin-1-yl ester O=C1N(C(CC1)=O)OC(=O)[C@H]1[C@@](C1)(C(=C)C)C